C1CCCN2CCC=C(C12)C1=CC=2C(=NC=CC2C=2SC3=C(N2)C=C(C=C3)N)S1 (2-(1,3,4,6,7,9a-hexahydro-2H-quinolizin-9-yl)thieno[2,3-b]pyridin-4-yl)benzo[d]thiazol-5-amine